2-amino-N-(2-(3',4'-dichloro-[1,1'-biphenyl]-4-yl)ethyl)pentanamide NC(C(=O)NCCC1=CC=C(C=C1)C1=CC(=C(C=C1)Cl)Cl)CCC